BrC1=C(C(=O)O)C(=CC=C1)NCC(C)C 2-bromo-6-(isobutylamino)benzoic acid